CN(CCN(C=1C(=CC(=C(C1)OCC(F)(F)F)NC1=NC=NC(=N1)N1CC(C2=NC(=CC=C21)C)(C)C)N)C)C N1-(2-(dimethylamino)ethyl)-N1-methyl-5-(2,2,2-trifluoroethoxy)-N4-(4-(3,3,5-trimethyl-2,3-dihydro-1H-pyrrolo[3,2-b]pyridin-1-yl)-1,3,5-triazin-2-yl)benzene-1,2,4-triamine